Nα-(L-phenylalanyl)-1-methyl-D-tryptophan N[C@@H](CC1=CC=CC=C1)C(=O)N[C@H](CC1=CN(C2=CC=CC=C12)C)C(=O)O